chloromethyl-isothiazolinone ClCC1=NSCC1=O